(2-((5-chloro-2-((2-methoxy-5-(1-Methyl-1H-pyrazol-4-yl)-4-(piperazin-1-yl)phenyl)amino)pyrimidin-4-yl)amino)phenyl)dimethylphosphine oxide ClC=1C(=NC(=NC1)NC1=C(C=C(C(=C1)C=1C=NN(C1)C)N1CCNCC1)OC)NC1=C(C=CC=C1)P(C)(C)=O